(S)-4-tertiary butyl-2-[2-(diphenylphosphino)phenyl]-2-oxazoline C(C)(C)(C)[C@@H]1N=C(OC1)C1=C(C=CC=C1)P(C1=CC=CC=C1)C1=CC=CC=C1